[Cu].[Y].[La] lanthanum-yttrium-copper